4-(Dimethylamino)-N-{1-[3-(2-thienyl)-1H-pyrazol-5-yl]piperidin-4-yl}benzamide CN(C1=CC=C(C(=O)NC2CCN(CC2)C2=CC(=NN2)C=2SC=CC2)C=C1)C